1,4-dichloropyrimidine ClN1CN=C(C=C1)Cl